tert-butyl 2-(5-[(5-chlorothiophen-2-yl)methyl]amino-1-(4-methyloxane-4-carbonyl)-1H-pyrazol-3-yl)-2-methylpyrrolidine-1-carboxylate ClC1=CC=C(S1)CNC1=CC(=NN1C(=O)C1(CCOCC1)C)C1(N(CCC1)C(=O)OC(C)(C)C)C